FC=1C=CC(=NC1)OC=1C=CC(=NC1)C1(CC12CCNCC2)C(=O)N (5-((5-fluoropyridin-2-yl)oxy)pyridin-2-yl)-6-azaspiro[2.5]octane-1-carboxamide